3-amino-N-(3-(4-amino-4-methylpiperidin-1-yl)pyridin-2-yl)-6-(4-(hydroxymethyl)-3-(trifluoromethyl)pyridin-2-yl)pyrazine-2-carboxamide NC=1C(=NC(=CN1)C1=NC=CC(=C1C(F)(F)F)CO)C(=O)NC1=NC=CC=C1N1CCC(CC1)(C)N